C12CN(CC(CC1)O2)S(=O)(=O)C2=CC=C(C=C2)NC(=O)NCC2=CC=NC=C2 1-[4-(8-Oxa-3-azabicyclo[3.2.1]octane-3-sulfonyl)-phenyl]-3-pyridin-4-ylmethylurea